2-bromothiophene-3-carboxylic acid hexyl ester C(CCCCC)OC(=O)C1=C(SC=C1)Br